ClC1=CC=C(C2=C1N(C=N2)C)C2=C(N=C(C(=N2)C(=O)N)NC2=CC=C(C=C2)N2CCOCC2)NC 6-(7-chloro-1-methyl-benzoimidazol-4-yl)-5-(methylamino)-3-(4-morpholinoanilino)pyrazine-2-carboxamide